OC1(CCCCC1)C(=O)C1=CC=CC=C1 (1-hydroxycyclohexyl)phenylketone